C(#C)N1S(CCC1)(=O)=O 2-ethynyl-isothiazolidine 1,1-dioxide